dibenzo[b,d]thiophene-3-yl-boric acid C1=CC(=CC=2SC3=C(C21)C=CC=C3)OB(O)O